3-(3-bromo-8-oxopyrrolo[4,3,2-de]phthalazin-7(8H)-yl)piperidine-2,6-dione BrC=1N=NC2=C3C(=CC=CC13)N(C2=O)C2C(NC(CC2)=O)=O